CN(C)C1=NC=NC2=C1N=CN2[C@H]3[C@@H]([C@@H]([C@H](O3)CO)NC(=O)[C@H](CC4=CC=C(C=C4)O)N)O The molecule is a derivative of puromycin lacking the O-methyl group on the tyrosyl residue. It is a conjugate base of an O-demethylpuromycin(1+).